C12CCCC(CC1)C2NC(=O)C2CCN(CC2)C(=O)C2=NNC(=C2)C2=CC(=NC=C2F)OC N-(bicyclo[3.2.1]octan-8-yl)-1-(5-(5-fluoro-2-methoxypyridin-4-yl)-1H-pyrazole-3-carbonyl)piperidine-4-carboxamide